ClC=1N(C(C2=C(N1)CN([C@@H](C2)C)C(=O)OC(C)(C)C)=O)C2=CC=C(C=C2)C(NC)=O t-butyl (6R)-2-chloro-6-methyl-3-[4-(methylcarbamoyl)phenyl]-4-oxo-3H,4H,5H,6H,7H,8H-pyrido[3,4-d]pyrimidine-7-carboxylate